2-(2-methylpropan-1-en-1-yl)-N-(4-(methylsulfonyl)but-3-en-2-yl)-4-phenoxypyrimidine-5-carboxamide CC(=CC1=NC=C(C(=N1)OC1=CC=CC=C1)C(=O)NC(C)C=CS(=O)(=O)C)C